2-[(2R,5S)-5-methyl-2-[2-[rel-(3S)-1-methylpyrrolidin-3-yl]-1,3-benzothiazol-5-yl]-1-piperidyl]-2-oxo-N-(1H-pyrazolo[4,3-c]pyridin-7-yl)acetamide C[C@H]1CC[C@@H](N(C1)C(C(=O)NC=1C2=C(C=NC1)C=NN2)=O)C=2C=CC1=C(N=C(S1)[C@@H]1CN(CC1)C)C2 |o1:29|